C1(CC1)C=1OC(=NN1)C=1C(=NC=NC1Cl)Cl 2-cyclopropyl-5-(4,6-dichloropyrimidin-5-yl)-1,3,4-oxadiazole